CN1N=C2C(C(N(C3=C(N=CC=C23)N)C)([2H])[2H])=N1 2,5-dimethyl-4,5-dihydro-2H-[1,2,3]triazolo[4,5-c][1,7]naphthyridin-4,4-d2-6-amine